NC1=C(SC(=C1)C1=CC(=CC=C1)N1CCOCC1)C(=O)N[C@@H]1CN(CCC1)C(=O)OCCCC butyl (S)-3-(3-amino-5-(3-morpholinophenyl)thiophene-2-carboxamido)piperidine-1-carboxylate